6-[3-chloro-2-fluoro-4-(2-oxopropoxy)phenyl]-5-methyl-4,5-dihydro-2H-pyridazin-3-one ClC=1C(=C(C=CC1OCC(C)=O)C=1C(CC(NN1)=O)C)F